(4R)-2-amino-4-(4-((1-(4-aminopyrimidin-5-yl)ethyl)(methyl)amino)-6-chloro-2-(3-(dimethylamino)-3-methylazetidin-1-yl)-8-fluoroquinazolin-7-yl)-7-fluorobenzo[b]thiophene-3-carbonitrile NC1=C(C2=C(S1)C(=CC=C2C2=C(C=C1C(=NC(=NC1=C2F)N2CC(C2)(C)N(C)C)N(C)C(C)C=2C(=NC=NC2)N)Cl)F)C#N